[C@H](C)(CC)N1N=CC=2N=C(N=C(C21)N[C@H](C)C=2C=NC1=CC=CC=C1C2)N2CCN(CC2)C(C)=O 1-{4-[1-((S)-sec-Butyl)-7-((R)-1-quinolin-3-yl-ethylamino)-1H-pyrazolo[4,3-d]pyrimidin-5-yl]-piperazin-1-yl}-ethanon